7-amino-1-amino-6-naphthol NC1=C(C=C2C=CC=C(C2=C1)N)O